[8'-(azetidin-1-yl)-4'H-spiro[cyclopropane-1,5'-naphtho[2,1-d][1,2]oxazol]-3'-yl]-4-[3-(difluoromethyl)morpholine-4-carbonyl]-2,6-dimethoxybenzenesulfonamide N1(CCC1)C1=CC=C2C3(CC=4C(=NOC4C2=C1)C=1C(=C(C(=CC1C(=O)N1C(COCC1)C(F)F)OC)S(=O)(=O)N)OC)CC3